C(#N)C1CCN(CC1)C(CN1C(=NC2=C3CC[C@@H](N(C3=CC=C21)C(=O)OC)C)CCN2C(C=CC=C2)=O)=O methyl (S)-3-(2-(4-cyanopiperidin-1-yl)-2-oxoethyl)-7-methyl-2-(2-(2-oxopyridin-1(2H)-yl)ethyl)-3,7,8,9-tetrahydro-6H-imidazo[4,5-f]quinoline-6-carboxylate